ClC=1C=CC=2C(=NC=C(N2)OS(=O)(=O)C(F)(F)F)N1.C(=O)(OC(C)(C)C)N1C[C@H](OCC1)C(C)=O Boc-(S)-2-Acetyl-morpholine 6-chloropyrido[2,3-b]pyrazin-2-yl-triflate